tert-butyl-peroxy-(2-ethylhexyl) carbonate C(OC(C(CCCC)CC)OOC(C)(C)C)([O-])=O